ClC=1C=C(C=2CCC(CC2C1)N1C(CC(C1)COC1=CC=C(C=C1)S(=O)(=O)CCO)C)C#N 3-chloro-6-[4-{[4-(2-hydroxyethanesulfonyl)phenoxy]methyl}-2-methylpyrrolidin-1-yl]-5,6,7,8-tetrahydronaphthalene-1-carbonitrile